2,6-bis(5,6-bis(sulfophenyl)-1,2,4-triazin-3-yl)-pyridine S(=O)(=O)(O)C1=C(C=CC=C1)C=1N=C(N=NC1C1=C(C=CC=C1)S(=O)(=O)O)C1=NC(=CC=C1)C=1N=NC(=C(N1)C1=C(C=CC=C1)S(=O)(=O)O)C1=C(C=CC=C1)S(=O)(=O)O